FC1=C(C=CC(=C1)F)C1=CC(=CC=C1)C[C@@H]1N(CCC[C@@H]1NS(=O)(=O)C)C(=O)OC methyl cis-2-((2',4'-difluorobiphenyl-3-yl)methyl)-3-((methylsulfonyl)amino)piperidine-1-carboxylate